silamorpholine C1COC[Si]N1